ClC1=NNC=C1C1=CC=C2C(=CN(C2=C1)CCO)C(=O)C1OC2=C(OC1)C=CC=C2 [6-(3-Chloro-1H-pyrazol-4-yl)-1-(2-hydroxyethyl)indol-3-yl]-(2,3-dihydro-1,4-benzodioxin-3-yl)methanone